tert-butyl 4-(2-((2-(2,6-dioxopiperidin-3-yl)-1,3-dioxoisoindolin-4-yl) amino)-2-oxoethyl)-piperidine-1-carboxylate O=C1NC(CCC1N1C(C2=CC=CC(=C2C1=O)NC(CC1CCN(CC1)C(=O)OC(C)(C)C)=O)=O)=O